(E)-3-heptyltridecan C(CCCCCC)C(CC)CCCCCCCCCC